O=C1N(CCC(N1)=O)C1=NOC2=C1C=C(C=C2)CN2[C@H]1CN([C@@H](C2)C1)C(=O)OC(C)(C)C tert-butyl (1R,4R)-5-((3-(2,4-dioxotetrahydropyrimidin-1(2H)-yl)benzo[d]isoxazol-5-yl)methyl)-2,5-diazabicyclo[2.2.1]heptane-2-carboxylate